prop-2-yn-1-yl 2-[1-[(4-methylphenyl)methyl]-5-oxopyrrolidin-2-yl]acetat CC1=CC=C(C=C1)CN1C(CCC1=O)CC(=O)OCC#C